2,2-difluoro-7-(trifluoromethanesulfonyl)-2,3-dihydro-1H-inden-1-ol FC1(C(C2=C(C=CC=C2C1)S(=O)(=O)C(F)(F)F)O)F